1,3-dimethyl-4,6-phenylene diisocyanate CC1=CC(=C(C=C1N=C=O)N=C=O)C